(1R,2S,3R)-N-[7-chloro-6-[4-((3R,4R)-4-hydroxy-3-methyl-tetrahydrofuran-3-yl)piperazin-1-yl]-3-isoquinolyl]-2-methyl-3-(1-methylpyrazol-3-yl)cyclopropanecarboxamide ClC1=C(C=C2C=C(N=CC2=C1)NC(=O)[C@@H]1[C@H]([C@H]1C1=NN(C=C1)C)C)N1CCN(CC1)[C@@]1(COC[C@@H]1O)C